5-fluoro-N-(6-(fluoro(1-methylpiperidin-4-ylidene)methyl)pyridin-2-yl)picolinamide FC=1C=CC(=NC1)C(=O)NC1=NC(=CC=C1)C(=C1CCN(CC1)C)F